(4-(bis(2-chloroethyl)amino)phenyl)-N-(quinoline-8-yl)butanamide ClCCN(C1=CC=C(C=C1)C(C(=O)NC=1C=CC=C2C=CC=NC12)CC)CCCl